ClC1=C(C=CC=C1)C1CC2(C1)NC(NC2=O)=O 2-(2-chlorophenyl)-6,8-dioxo-5,7-diazaspiro[3.4]octan